FC(C1=CC=C(C=C1)C=1[CH-]C=CC1)(F)F.[CH-]1C=CC=C1.[Fe+2] 2-[4-trifluoromethylphenyl]ferrocene